6-((4-((tert-butyldiphenylsilyl)oxy)butyl)(methyl)amino)-9-(2-((2-((3-cyclohexylpropanoyl)-oxy)hexyl)-thio)ethyl)-3-pentyltetradecyl 3-cyclohexylpropanoate C1(CCCCC1)CCC(=O)OCCC(CCC(CCC(CCCCC)CCSCC(CCCC)OC(CCC1CCCCC1)=O)N(C)CCCCO[Si](C1=CC=CC=C1)(C1=CC=CC=C1)C(C)(C)C)CCCCC